C(C)C1=C(C=CC(=N1)N1C(N(C2(C1)CCN(CC2)C(C(C)O)=O)CC2=CC(=CC(=C2)OC)F)=O)C=2C=NNC2 3-(6-ethyl-5-(1H-pyrazol-4-yl)pyridin-2-yl)-1-(3-fluoro-5-methoxybenzyl)-8-(2-hydroxypropionyl)-1,3,8-triazaspiro[4.5]decan-2-one